N-(4-(N-acetyl-O-benzyl-D-seryl)aminophenyl)-α-cyano-3-(4-hydroxyphenyl)acrylamide C(C)(=O)N[C@H](COCC1=CC=CC=C1)C(=O)NC1=CC=C(C=C1)NC(C(=CC1=CC=C(C=C1)O)C#N)=O